O=C1N(CC2=CC(=CC=C12)C1=CC(=C2C(=N1)C=CN2)CN2CCCC2)N2C(CCCC2=O)=O (1-oxo-5-(7-(pyrrolidin-1-ylmethyl)-1H-pyrrolo[3,2-b]pyridin-5-yl)isoindolin-2-yl)piperidine-2,6-dione